3-([1,1'-biphenyl]-3-yl)hex-4-ynoic acid C1(=CC(=CC=C1)C(CC(=O)O)C#CC)C1=CC=CC=C1